ClC1=CC(=CC(=N1)N1[C@@H](COCC1)C)C1(CC1)S(=O)(=O)C (3R)-4-[6-chloro-4-(1-methylsulfonyl-cyclopropyl)pyridin-2-yl]-3-methylmorpholine